C(C)(C)(C)N1N=CC(=C1)C(=O)N1C[C@H](CC1)NC1=NC=CC2=CC=C(C=C12)C1=NOC(=N1)C (1-tert-Butylpyrazol-4-yl)-[(3S)-3-[[7-(5-methyl-1,2,4-oxadiazol-3-yl)-1-isoquinolinyl]amino]pyrrolidin-1-yl]methanone